C(C)S(=O)(=O)C=1C=C(C=NC1C=1N=C2N(C=CC(=C2)I)C1)C(C#N)(C)C 2-[5-ethylsulfonyl-6-(7-iodoimidazo[1,2-a]pyridin-2-yl)-3-pyridyl]-2-methyl-propanenitrile